N1(N=CC=C1)C1=C(C=CC=C1)NC1=NC=NC(=C1)NC1=C(C=C(C(=C1)[N+](=O)[O-])N(C)CCN(CC)CC)OC N4-(2-(1H-pyrazol-1-yl)phenyl)-N6-(4-((2-(diethylamino)ethyl)(methyl)amino)-2-methoxy-5-nitrophenyl)pyrimidin-4,6-diamine